C1(CC1)S(=O)(=O)NC(=O)[C@@]1([C@@H](C1)C=C)NC(=O)[C@H]1N(C[C@@H](C1)OC1=NC2=CC=CC=C2N=C1CC)C([C@H](CCCCCC=C)NC(OC(C)(C)C)=O)=O tert-Butyl ((S)-1-((2S,4R)-2-(((1R,2S)-1-((cyclopropylsulfonyl)carbamoyl)-2-vinylcyclopropyl)carbamoyl)-4-((3-ethylquinoxalin-2-yl)oxy)pyrrolidin-1-yl)-1-oxonon-8-en-2-yl)carbamate